(2R,3R,5R)-5-(2-amino-6-(methylamino)-9H-purin-9-yl)-4-chloro-4-fluoro-2-(hydroxymethyl)tetrahydrofuran-3-ol NC1=NC(=C2N=CN(C2=N1)[C@H]1C([C@@H]([C@H](O1)CO)O)(F)Cl)NC